C(C)(C)(C)OC(=O)N1CCN2NC(C=3N=CC=C1C32)C3=NNC=C3 1-(1H-pyrazol-3-yl)-3,4-dihydro-5H-2,2a,5,8-tetraazaacenaphthene-5-carboxylic acid tert-butyl ester